OCCCNC(C=C)=O N-(2-Hydroxyethylmethyl)Acrylamide